O=C(CN1CCC2(CC1)CN(C1=CC=CC=C12)S(=O)(=O)C1=C(C=CC=C1)S(=O)(=O)N)C {[1'-(2-oxopropyl)-1,2-dihydrospiro[indole-3,4'-piperidin]-1-yl]sulfonyl}benzene-1-sulfonamide